4-cyclopropyl-1-(((S)-oxetan-2-yl)methyl)-1H-benzo[d]imidazole-6-carboxylic acid C1(CC1)C1=CC(=CC=2N(C=NC21)C[C@H]2OCC2)C(=O)O